3-iodopyridone IC=1C(NC=CC1)=O